FC(C=1N=C2N(CCOCC3=C2C=CC(=C3)CNC(OC(C)(C)C)=O)C1)(F)F tert-butyl ((2-(trifluoromethyl)-5,6-dihydro-8H-benzo[f]imidazo[1,2-d][1,4]oxazocin-10-yl)methyl)carbamate